2-(3-(((4-(2-((6-(isoxazol-4-yl)-1H-indazol-4-yl)amino)ethoxy)butyl)amino)methyl)-5-(trifluoromethoxy)phenyl)acetonitrile O1N=CC(=C1)C1=CC(=C2C=NNC2=C1)NCCOCCCCNCC=1C=C(C=C(C1)OC(F)(F)F)CC#N